N-((S)-2-cyano-1-(4-(ethylsulfonyl)phenyl)ethyl)-4-((2S,4S)-2-((difluoromethoxy)methyl)-4-((6-isopropoxypyridin-3-yl)oxy)pyrrolidin-1-yl)benzamide C(#N)C[C@@H](C1=CC=C(C=C1)S(=O)(=O)CC)NC(C1=CC=C(C=C1)N1[C@@H](C[C@@H](C1)OC=1C=NC(=CC1)OC(C)C)COC(F)F)=O